N-(1-(3-(1H-indol-3-yl)propyl)-4-(methoxymethyl)piperidin-4-yl)-2-methoxy-N-phenylacetamide N1C=C(C2=CC=CC=C12)CCCN1CCC(CC1)(COC)N(C(COC)=O)C1=CC=CC=C1